3-{2-oxa-6-azaspiro[3.3]Hept-6-yl}aniline C1OCC12CN(C2)C=2C=C(N)C=CC2